6-[7,7-difluoro-2-[(2S,3R)-3-hydroxy-2-methyl-azetidin-1-yl]-5,6-dihydrocyclopenta[d]pyrimidin-4-yl]-3'-(oxetan-3-yl)spiro[2H-benzofuran-3,5'-imidazolidine]-2',4'-dione FC1(CCC2=C1N=C(N=C2C2=CC1=C(C=C2)C2(C(N(C(N2)=O)C2COC2)=O)CO1)N1[C@H]([C@@H](C1)O)C)F